C[C@@H]1CN(C[C@@H](O1)C)C(=O)C1(CCNCC1)C (2R,6S)-2,6-dimethyl-4-(4-methylpiperidine-4-carbonyl)morpholine